6-[8-(1,3-benzothiazol-2-ylcarbamoyl)-3,4-dihydroisoquinolin-2(1H)-yl]-3-(1-phenyl-1H-pyrazol-4-yl)pyridine-2-carboxylic acid S1C(=NC2=C1C=CC=C2)NC(=O)C=2C=CC=C1CCN(CC21)C2=CC=C(C(=N2)C(=O)O)C=2C=NN(C2)C2=CC=CC=C2